N-(3,4,5-trimethoxyphenyl)thieno[3,2-d]pyrimidin-2-amine COC=1C=C(C=C(C1OC)OC)NC=1N=CC2=C(N1)C=CS2